C1(CC1)S(=O)(=O)N1N=CC(=C1)C1=NC=CC(=N1)NC1=CC2=C(C=N1)C(=NN2C(C)C)N2CCN(CC2)CC=2C=C(C=CC2)C2C(NC(CC2)=O)=O 3-(3-((4-(6-((2-(1-(cyclopropylsulfonyl)-1H-pyrazol-4-yl)pyrimidin-4-yl)amino)-1-isopropyl-1H-pyrazolo[4,3-c]pyridin-3-yl)piperazin-1-yl)methyl)phenyl)piperidine-2,6-dione